tert-butyl 4-(6-(5-amino-6-methoxypyridin-3-yl) pyrido[3,2-d]pyrimidin-4-yl)-3,6-dihydropyridine-1(2H)-carboxylate NC=1C=C(C=NC1OC)C=1C=CC=2N=CN=C(C2N1)C=1CCN(CC1)C(=O)OC(C)(C)C